N-((S)-1-cyano-2-(2-fluoro-4-(3-methyl-2-oxo-2,3-dihydrobenzo[d]oxazol-5-yl)phenyl)ethyl)-1,4-oxazepine-2-carboxamide C(#N)[C@H](CC1=C(C=C(C=C1)C=1C=CC2=C(N(C(O2)=O)C)C1)F)NC(=O)C=1OC=CC=NC1